N(=[N+]=[N-])CC1=CC=C(C(=O)NCC)C=C1 4-(azidomethyl)-N-ethylbenzamide